ClC1=C(C=CC=C1)[C@H](C(=O)NC1CC(C1)(F)F)Cl (2R)-2-(2-chlorophenyl)-N-(3,3-difluoro-cyclobutyl)-2-chloroacetamide